C(C)(=O)C1=C(C2=C(N=C(N=C2)NC2=NC=C(C=C2)C(=O)N2CCNCC2)N(C1=O)C1CCCC1)C 6-Acetyl-8-cyclopentyl-5-methyl-2-[5-(piperazine-1-carbonyl)-pyridin-2-ylamino]-8H-pyrido[2,3-d]pyrimidin-7-one